C(C)OC=1N=CC2=C(N1)NC=C2C2=CC=1N(C=C2)N=CC1C(=O)N[C@@H](C(F)(F)F)C (R)-5-(2-ethoxy-7H-pyrrolo[2,3-d]pyrimidin-5-yl)-N-(1,1,1-trifluoropropan-2-yl)pyrazolo[1,5-a]pyridine-3-carboxamide